2-Methyl-6,7-dihydro-4H-pyrano[3,4-d][1,3]thiazol-4-one CC=1SC2=C(N1)C(OCC2)=O